ClC=1N=NC(=CC1OC)SCC 3-chloro-4-methoxy-6-(ethylsulfanyl)pyridazine